tert-butyl N-(11-bromoundecyl)carbamate BrCCCCCCCCCCCNC(OC(C)(C)C)=O